O=C1NC(CCC1N1CC2=CC=C(C=C2C1=O)CNC(OCC1=CC=C(C=C1)C1(COC1)F)=O)=O [4-(3-fluorooxetan-3-yl)phenyl]methyl N-{[2-(2,6-dioxopiperidin-3-yl)-3-oxo-2,3-dihydro-1H-isoindol-5-yl]methyl}carbamate